n-hexanoyloxy di(2-tolyl) phosphate P(=O)(OOC(CCCCC)=O)(OC1=C(C=CC=C1)C)OC1=C(C=CC=C1)C